C(C)OC(\C=C(/CCC=C(C)C)\C)OCC (Z)-1,1-diethoxy-3,7-dimethyloct-2,6-dien